C(C)(C)(C)OC(=O)N1C[C@H]2C([C@H]2C1)C(NC1(CCC1)C)=O (1R,5S,6r)-6-((1-methylcyclobutyl)carbamoyl)-3-azabicyclo[3.1.0]hexane-3-carboxylic acid tert-butyl ester